silver cobalt-cerium [Ce].[Co].[Ag]